ClC1=C2C=NN(C2=CC=C1N1CCN(CC1)S(=O)(=O)C)C=1C=C(C(=C(C1)O)F)F 5-(4-Chloro-5-(4-(methylsulfonyl)piperazin-1-yl)-1H-indazol-1-yl)-2,3-difluorophenol